OC1=C(C=O)C(=CC=C1)OC[C@H]1N(CCCC1)C(C1=C(C=CC=C1)CO)=O (S)-2-hydroxy-6-((1-(2-(hydroxymethyl)benzoyl)piperidin-2-yl)methoxy)benzaldehyde